7-(4-bromophenyl)-7H-pyrrolo[2,3-d]pyrimidin-2-amine BrC1=CC=C(C=C1)N1C=CC2=C1N=C(N=C2)N